CSCC1NCC1 2-(methylsulfanylmethyl)azetidine